(octahydro-4,7-methylene-1H-indenyl)methanol methacrylate C(C(=C)C)(=O)OCC1CCC2C3CCC(C12)C3